2-Amino-6-((3-methylisoxazol-4-yl)methyl)-7-oxo-6-phenyl-4,5,6,7-tetrahydrobenzo[b]thiophene-3-carboxylic acid NC1=C(C2=C(S1)C(C(CC2)(C2=CC=CC=C2)CC=2C(=NOC2)C)=O)C(=O)O